C(C)(C)(C)C1=CC=CC=2C(C3=CC=CC=C3C(C12)=O)=O tert-butylanthraquinone